2-AMINOETHYLSULFONIC ACID NCCS(=O)(=O)O